monovinylcyclohexene C(=C)C1=CCCCC1